2-[6-(4-methanesulfonyl-benzyl)-2-azaspiro[3.3]heptane-2-carbonyl]-2,5-diazaspiro[3.4]octan-6-one CS(=O)(=O)C1=CC=C(CC2CC3(CN(C3)C(=O)N3CC4(C3)NC(CC4)=O)C2)C=C1